CC1CCC(CC1)OC1COC1 3-(4-methylcyclohexyloxy)oxetane